2-nonylundecyl 8-{(4-methyl-1,4-diazepane-1-carbonyl)[(1r,4r)-4-{2-oxo-2-[(2-undecyltridecyl)oxy]ethyl}cyclohexyl]amino}octanoate CN1CCN(CCC1)C(=O)N(CCCCCCCC(=O)OCC(CCCCCCCCC)CCCCCCCCC)C1CCC(CC1)CC(OCC(CCCCCCCCCCC)CCCCCCCCCCC)=O